3-azidopropyltriethoxyphosphane N(=[N+]=[N-])CCCC(C)OP(OCC)OCC